4-Chloro-8,8-dimethyl-11-(((tetrahydro-2H-pyran-4-yl)oxy)methyl)-7,10-dihydro-8H-pyrano[3'',4'':5',6']pyrido[3',2':4,5]thieno[3,2-d]pyrimidine ClC=1C2=C(N=CN1)C1=C(S2)N=C2C(=C1COC1CCOCC1)COC(C2)(C)C